OCC(COCC(CNCCCCCC(=O)O)COCC(CO)CO)CO 6-((3-(3-hydroxy-2-(hydroxymethyl)propoxy)-2-((3-hydroxy-2-(hydroxymethyl)propoxy)methyl)propyl)amino)hexanoic acid